Methyl-5-tert-butoxycarbonyl-6,7-dihydropyrazolo[1,5-a]pyrazine CC=1NN2C(=CN(CC2)C(=O)OC(C)(C)C)C1